C(CCCCCCC)(=O)OCCCCOC(CCCCCCC)=O Butylenglycol Dicaprylat